C1C(CC12CCC2)OC2=CC=C(N=N2)C(C(=O)N)C (6-(spiro[3.3]heptan-2-yloxy)pyridazin-3-yl)propanamide